N1(CCCC1)C/C=C/C(=O)OCCC ethylmethyl (E)-4-(pyrrolidin-1-yl)but-2-enoate